(3S)-3-[4-[4-(dimethoxymethyl)-1-piperidyl]-3-fluoro-phenyl]piperidine-2,6-dione COC(C1CCN(CC1)C1=C(C=C(C=C1)[C@H]1C(NC(CC1)=O)=O)F)OC